4-ethyl-1-ethynyl-2-methylbenzene C(C)C1=CC(=C(C=C1)C#C)C